tetraaminobenzophenone NC=1C(=C(C(=C(C(=O)C2=CC=CC=C2)C1)N)N)N